4'-(methylthio)-3-(1H-pyrrol-1-yl)-[1,1'-biphenyl]-4-amine CSC1=CC=C(C=C1)C1=CC(=C(C=C1)N)N1C=CC=C1